N-(5-(1-(4-ethylphenyl)-1H-pyrazol-4-yl)-1H-indol-3-yl)pyrrolidine-1-carboxamide C(C)C1=CC=C(C=C1)N1N=CC(=C1)C=1C=C2C(=CNC2=CC1)NC(=O)N1CCCC1